ClC1=CC=C(C=C1)C=1C=C(C(N(N1)C=1C=NN(C1)C([2H])([2H])[2H])=O)C(=O)N[C@H](CO)C(C)C (S)-6-(4-chlorophenyl)-N-(1-hydroxy-3-methylbutan-2-yl)-2-(1-(methyl-d3)-1H-pyrazol-4-yl)-3-oxo-2,3-dihydropyridazine-4-carboxamide